FC1=CC2=C(N(C(O2)=O)C)C=C1B1OC(C(O1)(C)C)(C)C 6-Fluoro-3-methyl-5-(4,4,5,5-tetramethyl-1,3,2-dioxaborolane-2-yl)benzo[d]oxazol-2(3H)-one